GERANYL ISOBUTYRATE C(C(C)C)(=O)OC\C=C(/C)\CCC=C(C)C